BrC1=NC=C(C(=C1)[N+](=O)[O-])OC 2-bromo-5-methoxy-4-nitropyridine